(S)-2-(2-(2-fluoropropan-2-yl)phenyl)pyrrolidine FC(C)(C)C1=C(C=CC=C1)[C@H]1NCCC1